C(C)(C)(C)N tertbutyl-amine